(R)-1-(5-Amino-2-fluoro-3-(1-((7-methoxy-2-methyl-6-(2-(oxetane-3-oxy)ethoxy)quinazolin-4-yl)amino)ethyl)phenyl)-1,1-difluoro-2-methylpropan-2-ol NC=1C=C(C(=C(C1)C(C(C)(O)C)(F)F)F)[C@@H](C)NC1=NC(=NC2=CC(=C(C=C12)OCCOC1COC1)OC)C